C1(=CC=CC=C1)C=1C=NN(C1)C1=NC=C2N=C(NC2=N1)C(=O)O 2-(4-phenyl-1H-pyrazol-1-yl)-9H-purine-8-carboxylic acid